C(C)(=O)OCCCCCCCCCCC=C (E)-11-dodecenyl acetate